CN(C(=O)C1=NN2C(CN=CCC2)=C1)C 2-(dimethylcarbamoyl)-7,8-dihydro-4H-pyrazolo[1,5-a][1,4]diazepine